CC1(CCNCC1)C#N 4-METHYLPIPERIDINE-4-CARBONITRILE